6-O-Sulfo-alpha-D-galactopyranose S(=O)(=O)(O)OC[C@@H]1[C@@H]([C@@H]([C@H]([C@@H](O)O1)O)O)O